Cl(=O)(=O)(=O)[O-].[Sn+4].Cl(=O)(=O)(=O)[O-].Cl(=O)(=O)(=O)[O-].Cl(=O)(=O)(=O)[O-] tin perchlorate